CN1CN=C2C=CC=CC2=C1 3-methylquinazolin